ClC1=NC=C(CN2CC(C(=CC2)C2=C3C(=NC(=C2)NC(=O)C2CC2)NC=C3)C)C=C1 N-(4-(1-(6-chloronicotinyl)-3-methyl-1,2,3,6-tetrahydropyridin-4-yl)-1H-pyrrolo[2,3-b]pyridin-6-yl)cyclopropylcarboxamide